3-buteneamide C(CC=C)(=O)N